4-(((3,4-dihydroisoquinolin-2(1H)-yl)methyl)-4-hydroxypiperidin-1-yl)(3-morpholinophenyl)methanone C1N(CCC2=CC=CC=C12)CC1N(CCC(C1)O)C1=C(C=C(C=C1)C=O)N1CCOCC1